5-chloro-N2-[2-methoxy-4-[4-(4-methyl-1-piperazinyl)-1-piperidinyl]phenyl]-N4-[2-[(1-methylethyl)sulfonyl]phenyl]-2,4-pyrimidinediamine ClC=1C(=NC(=NC1)NC1=C(C=C(C=C1)N1CCC(CC1)N1CCN(CC1)C)OC)NC1=C(C=CC=C1)S(=O)(=O)C(C)C